triethyl trimesate C(C1=CC(C(=O)OCC)=CC(C(=O)OCC)=C1)(=O)OCC